CC1(CC(C1)NC=1N=CC2=C(N1)NC=C2C2=CC=1N(C=C2)N=CC1)NC(CC)=O N-((1s,3s)-1-methyl-3-((5-(pyrazolo[1,5-a]pyridin-5-yl)-7H-pyrrolo[2,3-d]pyrimidin-2-yl)amino)cyclobutyl)propionamide